BrC1=CC=C(COC2=NC=CC=C2)C=C1 (4-bromobenzyloxy)pyridine